COC1=CC(=NC=C1C#CC1=C(C=CC=C1)NS(=O)(=O)C1=C(C(=C(C=C1)OC)C)C)C(=O)O 4-methoxy-5-{2-[2-(4-methoxy-2,3-dimethylbenzenesulfonamido)-phenyl]ethynyl}pyridine-2-carboxylic acid